[N-](S(=O)(=O)C(F)(F)F)S(=O)(=O)C(F)(F)F.C(CCCCC)[N+](C)(C)C Hexyl-trimethyl-ammonium bis(trifluoromethanesulfonyl)imide salt